(R)-1-(3-methoxyphenyl)ethylamine benzoyl-L-phenylalanine salt C(C1=CC=CC=C1)(=O)N[C@@H](CC1=CC=CC=C1)C(=O)O.COC=1C=C(C=CC1)[C@@H](C)N